6-chloro-4-{3,8-diazabicyclo[3.2.1]octan-3-yl}-8-fluoro-7-(1H-indazol-4-yl)-2-{[(2S)-1-methylpyrrolidin-2-yl]methoxy}quinazoline ClC=1C=C2C(=NC(=NC2=C(C1C1=C2C=NNC2=CC=C1)F)OC[C@H]1N(CCC1)C)N1CC2CCC(C1)N2